C(C(O)C)(=O)[O-].C[NH+](CCCCCCCCCC)C N,N-dimethyl-N-n-decyl-ammonium lactate